1-((1R,3s,5S)-8-oxabicyclo[3.2.1]octan-3-yl)-3-methyl-N-(7-methyl-[1,2,4]triazolo[1,5-a]pyridin-6-yl)-1H-pyrazolo[3,4-d]pyrimidin-6-amine [C@H]12CC(C[C@H](CC1)O2)N2N=C(C=1C2=NC(=NC1)NC=1C(=CC=2N(C1)N=CN2)C)C